C(C)(C)(C)C1=NC(=NO1)C(=O)NCC1=C(C=C(C=C1)C1=NC=NN2C1=CC(=C2)C2CC2)C 5-(tert-butyl)-N-(4-(6-cyclopropylpyrrolo[2,1-f][1,2,4]triazin-4-yl)-2-methylbenzyl)-1,2,4-oxadiazole-3-carboxamide